3-((1r,3r)-3-methoxycyclobutoxy)-1-((2-(trimethylsilyl)ethoxy)methyl)-1H-pyrazol-4-amine COC1CC(C1)OC1=NN(C=C1N)COCC[Si](C)(C)C